2-oxo-3-((S)-2-((6-oxo-5-(trifluoromethyl)-1,6-dihydropyridazin-4-yl)oxy)propoxy)pyrrolidin O=C1NCCC1OC[C@H](C)OC=1C=NNC(C1C(F)(F)F)=O